[Si](C)(C)(C(C)(C)C)OCC1=CC=C(C=C1)NC1=NC(=CC=C1[N+](=O)[O-])OC(F)(F)F N-(4-(((tert-butyldimethylsilyl)oxy)methyl)phenyl)-3-nitro-6-(trifluoromethoxy)pyridin-2-amine